tert-butyl N-[1-[4-[(2,6-dioxo-3-piperidyl)amino]-2-fluoro-phenyl]-4-piperidyl]carbamate O=C1NC(CCC1NC1=CC(=C(C=C1)N1CCC(CC1)NC(OC(C)(C)C)=O)F)=O